(S)-3-(2-chloro-4-(2-(3-chloro-4-((R)-3-chloro-2-hydroxypropoxy)phenyl)propan-2-yl)phenoxy)propane-1,2-diol ClC1=C(OC[C@H](CO)O)C=CC(=C1)C(C)(C)C1=CC(=C(C=C1)OC[C@H](CCl)O)Cl